BrC1=C(N(N=C1)C)C1=C(OCC(=O)O)C=CC(=C1)NC(=O)NC1=CC=C(C=C1)Cl {2-(4-Bromo-2-methyl-2H-pyrazol-3-yl)-4-[3-(4-chloro-phenyl)-ureido]-phenoxy}-acetic acid